OC(C)(C)C12CC(C1)(C2)NC(OC(C)(C)C)=O Tert-butyl (3-(2-hydroxypropan-2-yl)bicyclo[1.1.1]pentan-1-yl)carbamate